C(C1=CC=CC=C1)OC1=C(C(=CC(=C1)C)F)F 1-Benzyloxy-2,3-difluoro-5-methyl-benzene